chloro-8-((2S,2S)-2-(1-(difluoromethyl)-1H-pyrazol-3-yl)cyclopropyl)imidazo[1,2-b]pyridazine ClC=1N=C2N(N=CC=C2C2[C@H](C2)C2=NN(C=C2)C(F)F)C1